1-boc-(2-hydroxymethyl)piperazine CC(C)(C)OC(=O)N1CCNCC1CO